COC1=C(C=CC=C1)N1C(=NC=CC1=O)C1=CC=CC=C1 1,6-dihydro-1-(2-methoxyphenyl)-6-oxo-2-phenyl-pyrimidine